3-bromo-9-(1-naphthyl)-9H-carbazole BrC=1C=CC=2N(C3=CC=CC=C3C2C1)C1=CC=CC2=CC=CC=C12